(3-(((7-chloroquinoxalin-6-yl)methyl)amino)pyridin-4-yl)piperazine-1-carboxylic acid tert-butyl ester C(C)(C)(C)OC(=O)N1C(CNCC1)C1=C(C=NC=C1)NCC=1C=C2N=CC=NC2=CC1Cl